iso-Butylacetat C(C(C)C)OC(C)=O